3-(2-methoxyphenyl)-N-(5-(thiazol-2-yl)-1,3,4-thiadiazol-2-yl)isonicotinamide COC1=C(C=CC=C1)C1=C(C(=O)NC=2SC(=NN2)C=2SC=CN2)C=CN=C1